Cl.FC(C[C@H](C(=O)OC)NC)(F)F |r| rac-methyl (R)-4,4,4-trifluoro-2-(methylamino)butanoate hydrochloride